C(C(=C)C)(=O)OCCCCO 1,4-butylene glycol monomethacrylate